CC=1C=C2C(=CNC2=CC1)CCCCCC 1-(5-methyl-1H-indole-3-yl)hexane